BrC=1C(=CC=2N(C3=CC(=C(C=C3C2C1)Br)OC)CCP(OCC)(OCC)=O)OC Diethyl [2-(3,6-dibromo-2,7-dimethoxy-9H-carbazol-9-yl)ethyl]phosphonate